2-(2-chloro-5-hydroxyphenyl)-2,2-difluoroacetic acid ClC1=C(C=C(C=C1)O)C(C(=O)O)(F)F